C(C1=CC=CC=C1)O[C@H]1C(S[C@@H]([C@H]([C@@H]1OCC1=CC=CC=C1)OCC1=CC=CC=C1)COCC1=CC=CC=C1)=O (3r,4s,5s,6r)-3,4,5-tris(benzyloxy)-6-((benzyloxy)methyl)tetrahydro-2H-thiopyran-2-one